C(C1=CC=CC=C1)OC(=O)N([C@H](C(=O)N([C@@H](CC(=O)OC(C)(C)C)C(N1CCCCC1)=O)C)C(C)C)C tert-butyl (3S)-3-[[(2S)-2-[benzyloxycarbonyl(methyl)amino]-3-methyl-butanoyl]-methyl-amino]-4-oxo-4-(1-piperidyl)butanoate